CC1(N(CCC1)CCNC(=O)C=1C=C(C(=NC1)C)NC(=O)C=1C=NN2C1SC(=C2)C=2C=C(C(=O)O)C=CC2)C 3-(7-((5-((2-(2,2-dimethylpyrrolidin-1-yl)ethyl)carbamoyl)-2-methylpyridin-3-yl)carbamoyl)pyrazolo[5,1-b]thiazol-2-yl)benzoic acid